[N+](=O)([O-])C1N(N(N(N1[N+](=O)[O-])[N+](=O)[O-])[N+](=O)[O-])[N+](=O)[O-] pentanitrotetrazole